CC1=C(CNC=2C=3N(C=C(C2)NC(CC)=O)C(=C(N3)C)C)C(=CC=C1)C N-(8-((2,6-dimethylbenzyl)amino)-2,3-dimethylimidazo[1,2-a]pyridin-6-yl)propionamide